(5-(3-fluoropropyl)-2-oxa-5-azabicyclo[2.2.1]hept-6-yl)methanol FCCCN1C2COC(C1CO)C2